(R)-HEX-5-ENE-2-SULFONAMIDE C[C@H](CCC=C)S(=O)(=O)N